C(C)C1CCC(CC1)C(=O)O 4-ethyl-cyclohexanecarboxylic acid